C1(CC1)[C@@H](C)C=1C(=C2CCC2=CC1)NC(=O)C1=C(SC(=C1)C(CO)(C)O)S(=O)(=O)N ((3-((R)-1-cyclopropylethyl)bicyclo[4.2.0]oct-1,3,5-trien-2-yl)carbamoyl)-5-(1,2-dihydroxypropan-2-yl)thiophene-2-sulfonamide